O=C1NC(CCC1N1N=C(C2=C(C=CC=C12)OC1CC(C1)OC1CCNCC1)C)=O 4-(3-((1-(2,6-dioxopiperidin-3-yl)-3-methyl-1H-indazol-4-yl)oxy)cyclobutoxy)piperidine